N1C(=CC=CC=C1)C(=O)O azepinic acid